The molecule is a dianionic form of glycerone phosphate arising from deprotonation of the phosphate OH groups; major species at pH 7.3. It has a role as a human metabolite and a Saccharomyces cerevisiae metabolite. It derives from a dihydroxyacetone. It is a conjugate base of a dihydroxyacetone phosphate. C(C(=O)COP(=O)([O-])[O-])O